C(C1=CC=CC=C1)OC=1C=CC2=C(C(=C(O2)C)C(=O)NS(=O)(=O)C)C1 5-(benzyloxy)-2-methyl-N-(methylsulfonyl)benzofuran-3-carboxamide